C12CCC(CC1)N2C=2C=CC=NC2 5-(7-Aza-bicyclo[2.2.1]hept-7-yl)-pyridin